4-chloro-2-(3-cyanophenyl)quinoline-7-carboxamide ClC1=CC(=NC2=CC(=CC=C12)C(=O)N)C1=CC(=CC=C1)C#N